(S)-N-(6-(3,4-dimethylpiperazin-1-yl)pyridazin-3-yl)-6-ethoxy-2-methyl-2H-indazole-5-carboxamide hydrochloride Cl.C[C@H]1CN(CCN1C)C1=CC=C(N=N1)NC(=O)C1=CC2=CN(N=C2C=C1OCC)C